4-((1R,3S)-3-hydroxycyclohexylamino)-2-((1r,4R)-4-(methylcarbamoyl)cyclohexylamino)pyrimidine-5-carboxamide O[C@@H]1C[C@@H](CCC1)NC1=NC(=NC=C1C(=O)N)NC1CCC(CC1)C(NC)=O